methyl 6-(((6aR,8R)-2-chloro-6a-(fluoromethyl)-5,6,6a,7,8,9-hexahydro-pyrrolo[1',2':4,5]pyrazino[2,3-c]pyridazin-8-yl)oxy)-4-methylnicotinate ClC=1C=C2C(=NN1)NC[C@@]1(N2C[C@@H](C1)OC1=NC=C(C(=O)OC)C(=C1)C)CF